CC=1N=CN(C1)C=1C=CC=C2C=CC(=NC12)N1C=NC2=C1C=CC(=C2)OCC2(COC2)C 8-(4-methylimidazol-1-yl)-2-[5-[(3-methyloxetan-3-yl)methoxy]benzimidazol-1-yl]quinoline